C(C)(C)(C)OC(=O)NC1=NN2C(CN(CCC2)C(=O)OC(C)(C)C)=C1Cl tert-butyl 2-(tert-butoxycarbonylamino)-3-chloro-4,6,7,8-tetrahydropyrazolo[1,5-a][1,4]diazepine-5-carboxylate